1-[2-(dimethylamino)ethyl]-N-(4-fluoro-6-methyl-1,3-benzothiazol-2-yl)piperidine-3-carboxamide CN(CCN1CC(CCC1)C(=O)NC=1SC2=C(N1)C(=CC(=C2)C)F)C